C1(CC1)C=1N=NN(C1)[C@H](C(=O)N1[C@@H](C[C@H](C1)O)C(=O)NCCOC1CS(CC1)(=O)=O)C(C)(C)C (2S,4R)-1-[(2S)-2-(4-cyclopropyltriazol-1-yl)-3,3-dimethyl-butanoyl]-N-[2-(1,1-dioxothiolan-3-yl)oxyethyl]-4-hydroxy-pyrrolidine-2-carboxamide